CC(CC(OC(C=C)=O)(C)C)[Si](O[Si](C)(C)C)(O[Si](C)(C)C)O[Si](C)(C)C trimethyl-acryloxypropyl-tris-(trimethylsiloxy)silane